[Ni](Cl)Cl.CC(C(C(N)(N)C)(C)C)C tetramethylbutanediamine nickel dichloride